6-isooctyl-2,3-xylenol C(CCCCC(C)C)C1=CC=C(C(=C1O)C)C